The molecule is the bromide salt of tetramethylammonium. It is a bromide salt and a quaternary ammonium salt. It contains a tetramethylammonium. C[N+](C)(C)C.[Br-]